5-(3-Cyano-2-methylphenyl)pyrazine-2-carboxylic acid C(#N)C=1C(=C(C=CC1)C=1N=CC(=NC1)C(=O)O)C